(20R)-23-amino-17-fluoro-5,20-dimethyl-21-oxa-4,6,12,24-tetraazapentacyclo[20.3.1.02,6.08,13.014,19]hexacosa-1(25),2,4,8(13),9,11,14,16,18,22(26),23-undecaene-3-carbonitrile NC=1C=2O[C@@H](C3=CC(=CC=C3C=3N=CC=CC3CN3C(=NC(=C3C(=CN1)C2)C#N)C)F)C